(3R,4R,5R)-3,4-bis(benzyloxy)-5-[(benzyloxy)methyl]-2-[2-chloro-4-(cyclopentylamino)imidazo[2,1-f][1,2,4]triazin-7-yl]oxolan-2-ol C(C1=CC=CC=C1)O[C@H]1C(O[C@@H]([C@H]1OCC1=CC=CC=C1)COCC1=CC=CC=C1)(O)C1=CN=C2C(=NC(=NN21)Cl)NC2CCCC2